N1CC(CCC1)N1CCSCC1 4-(piperidin-3-yl)thiomorpholine